C(C)(C)OC(CCNC=1N=[N+](C2=C([N+]1[O-])C=CC(=C2)C=2C=NOC2)[O-])=O 3-((3-isopropoxy-3-oxopropyl)amino)-7-(isoxazol-4-yl)benzo[e][1,2,4]Triazine-1,4-dioxide